FC=1C=CC(=C(C1)[C@@H](C)NC=1C=CC=2N(N1)C(=CN2)C2=NC=CC(=C2)N2C[C@H](CCC2)O)O (S)-1-(2-(6-(((R)-1-(5-fluoro-2-hydroxyphenyl)ethyl)amino)imidazo[1,2-b]pyridazin-3-yl)pyridin-4-yl)piperidin-3-ol